FC(C(=O)OCC)(C(=O)[O-])F Monoethyl difluoromalonate